ClC=1C=C2C(=NC=NC2=CC1C1=CC=CC=C1)N1CC(N(CC1)C(C=C)=O)CO 1-(4-(6-chloro-7-phenyl-quinazolin-4-yl)-2-(hydroxy-methyl)piperazin-1-yl)prop-2-en-1-one